N*2*-Isobutyl-5-(2-isopropyl-4,5-dimethoxy-benzyl)-pyrimidine-2,4-diamine C(C(C)C)NC1=NC=C(C(=N1)N)CC1=C(C=C(C(=C1)OC)OC)C(C)C